C(#N)N=C(NCCCCCC1CN(CC1)C(=O)C=1OC=CC1F)NC1=CC=NC=C1 2-cyano-1-(5-(1-(3-fluoro-2-furylformyl)pyrrolidine-3-yl)pentyl)-3-(4-pyridinyl)guanidine